5-(4-((3-cyclopropyl-2,4-dioxo-2,3,4,5-tetrahydro-1H-pyrrolo[3,2-d]pyrimidin-6-yl)methyl)piperazin-1-yl)-N-methylpicolinamide C1(CC1)N1C(NC2=C(C1=O)NC(=C2)CN2CCN(CC2)C=2C=CC(=NC2)C(=O)NC)=O